3-bromo-5-(5-chloro-4-methyl-1H-pyrazol-1-yl)-6-(4-fluorophenyl)-1-methoxypyridin-2(1H)-one BrC=1C(N(C(=C(C1)N1N=CC(=C1Cl)C)C1=CC=C(C=C1)F)OC)=O